dimethyl tetradecanedioate diethyl-tetradecanedioate C(C)OC(CCCCCCCCCCCCC(=O)OCC)=O.C(CCCCCCCCCCCCC(=O)OC)(=O)OC